tert-butyl 2-(2-(2,6-dioxopiperidin-3-yl)-1,3-dioxoisoindolin-5-yl)-2,9-diazaspiro[5.5]undecane-9-carboxylate O=C1NC(CCC1N1C(C2=CC=C(C=C2C1=O)N1CC2(CCC1)CCN(CC2)C(=O)OC(C)(C)C)=O)=O